O1N=CC(=C1)C1=CC(=C2C=NNC2=C1)OCCOCCCCNCC1=CC(=CC(=C1)OC(F)(F)F)OCCOC 4-(2-((6-(isoxazol-4-yl)-1H-indazol-4-yl)oxy)ethoxy)-N-(3-(2-methoxyethoxy)-5-(trifluoromethoxy)benzyl)butan-1-amine